C(C1=CC=CC=C1)C1C2C3(N=CC1CC3CN2CC(C)C)C(=O)NCC2CCCCC2 7-benzyl-N-cyclohexylmethyl-1-isobutyl-1,2,3,6,7,7a-hexahydro-3aH-3,6-methanopyrrolo[3,2-b]pyridine-3a-carboxamide